methyl-2,3,4-trimethylhexanoate COC(C(C(C(CC)C)C)C)=O